alpha-oxophenylacetic acid methyl ester COC(C(=O)C1=CC=CC=C1)=O